CC(CCCCCCCCC)CCCCCC 10-methylhexadecane